C1=C(C=CC2=CC=CC=C12)C=1C2=CC=CC=C2C(=C2C=CC(=CC12)C1=CC=C(C=C1)C1C(C=CC=C1)C1=CC=CC=C1)C1=CC2=CC=CC=C2C=C1 2-(4-(9,10-Di(naphthalen-2-yl)anthracen-2-yl)phenyl)-1-phenyl-1H-benzol